ClC=1C=CC2=C(CC(CC=3N2C(=NN3)C3CCN(CC3)C3=NC=CC=C3)NC(C(C)C)=O)C1 N-(8-chloro-[1-(pyridin-2-yl)piperidin-4-yl]-5,6-dihydro-4H-[1,2,4]triazolo[4,3-a][1]benzazepin-5-yl)-2-methylpropanamide